2-chloro-7-methyl-9-(4-(3-(trifluoromethyl)pyrrolidin-1-yl)benzyl)-7,9-dihydro-8H-purin-8-imine ClC1=NC=C2N(C(N(C2=N1)CC1=CC=C(C=C1)N1CC(CC1)C(F)(F)F)=N)C